BrC=1C=C(C=C(C1OC)[N+](=O)[O-])C(C)O (3-bromo-4-methoxy-5-nitrophenyl)ethan-1-ol